(4-benzhydrylpiperazin-1-yl)(3-fluorophenyl)methanone C(C1=CC=CC=C1)(C1=CC=CC=C1)N1CCN(CC1)C(=O)C1=CC(=CC=C1)F